1-(chloro(p-tolyl)methyl)pyridin-1-ium chloride [Cl-].ClC([N+]1=CC=CC=C1)C1=CC=C(C=C1)C